C(C=C)C1N(CCC(C1)C)C(=O)OC(C)(C)C tert-butyl 2-allyl-4-methylpiperidine-1-carboxylate